5-(1-(cyclohexylmethyl)-6-morpholino-1H-benzo[d]imidazol-2-yl)-3-methylbenzo[d]isoxazole C1(CCCCC1)CN1C(=NC2=C1C=C(C=C2)N2CCOCC2)C=2C=CC1=C(C(=NO1)C)C2